O1CCC2=C1C=C(C=C2)C2=CN=C1N2N=C(C=C1)NC1CCC(CC1)C(C)(C)O 2-[4-[[3-(2,3-dihydrobenzofuran-6-yl)imidazo[1,2-b]pyridazin-6-yl]amino]cyclohexyl]propan-2-ol